holmium cis-oleate C(CCCCCCC\C=C/CCCCCCCC)(=O)[O-].[Ho+3].C(CCCCCCC\C=C/CCCCCCCC)(=O)[O-].C(CCCCCCC\C=C/CCCCCCCC)(=O)[O-]